CC=1C=C2C(C=C(OC2=C(C1)C(C)NC1=C(C(=O)O)C=CC=C1)C1=CC=2C(N=C1)=NN(C2)C)=O 2-((1-(6-methyl-2-(2-methyl-2H-pyrazolo[3,4-b]pyridin-5-yl)-4-oxo-4H-chromen-8-yl)ethyl)amino)benzoic acid